N-(1-cyclopropyl-3-(2-methyl-7-(methylsulfonyl)-2,3-dihydro-[1,4]dioxino[2,3-c]pyridin-5-yl)-1H-pyrrolo[2,3-c]pyridin-5-yl)acetamide C1(CC1)N1C=C(C=2C1=CN=C(C2)NC(C)=O)C2=NC(=CC1=C2OCC(O1)C)S(=O)(=O)C